C(CC)C(C)NC(=S)NCCC 1,3-dipropyl-ethyl-thiourea